BrC=1C=C(C=CC1)C(C(=O)OC(C)(C)C)N1C(C=C(C(=C1)Cl)C(F)(F)F)=O tert-butyl 2-(3-bromophenyl)-2-[5-chloro-2-oxo-4-(trifluoromethyl)pyridin-1-yl]acetate